1-(4-(Difluoromethyl)phenyl)-4-methyl-1H-1,2,3-triazole FC(C1=CC=C(C=C1)N1N=NC(=C1)C)F